(S)-3-ethoxy-4-(3-hydroxypyrrolidin-1-yl)but-3-ene-1,2-dione C(C)OC(C(C=O)=O)=CN1C[C@H](CC1)O